FC(OC1=C(C=CC(=C1)F)C(=O)N1CC2(C1)CC(C2)N2N=C(C=C2C2=C(C=C(C=C2)F)C)C)F (2-difluoromethoxy-4-fluorophenyl){6-[5-(5-fluoro-2-tolyl)-3-methyl-1-pyrazolyl]-2-aza-2-spiro[3.3]heptyl}methanone